[Al].O(C=1C(=NC2=C(C=CC=C2C1OC)O)C)C=1C(=NC2=C(C=CC=C2C1OC)O)C oxo-bis(2-methyl-4-methoxy-8-hydroxyquinoline) aluminum